methyl (1r,4r)-4-(3-chloroanilino)-2'-(2,3-dihydroxypropyl)spiro[cyclohexane-1,1'-indene]-4-carboxylate ClC=1C=C(NC2(CCC3(C(=CC4=CC=CC=C34)CC(CO)O)CC2)C(=O)OC)C=CC1